N1N=CC(=C1)C1=CC=C(C(=O)O)C=C1 4-(1H-pyrazol-4-yl)benzoic acid